N-tetradecyl-2-acetyl-3-hydroxypyridin-4-one C(CCCCCCCCCCCCC)N1C(=C(C(C=C1)=O)O)C(C)=O